COCOC1=C(C=CC=C1)C1=CC2=C(N=N1)N(C=C2C)COCC[Si](C)(C)C 3-(2-(methoxymethoxy)phenyl)-5-methyl-7-((2-(trimethylsilyl)ethoxy)methyl)-7H-pyrrolo[2,3-c]pyridazine